OC1=C(C=C(C=C1C)/C=C/C(=O)C=1OC2=C(C1C)C=CC(=C2)SCCC)C (E)-3-(4-hydroxy-3,5-dimethylphenyl)-1-(3-methyl-6-(propylthio)benzofuran-2-yl)prop-2-en-1-one